tert-Butyl 5,7-difluoro-6-(4,4,5,5-tetramethyl-1,3,2-dioxaborolan-2-yl)-2,3-dihydro-1H-inden-1-ylcarbamate FC=1C=C2CCC(C2=C(C1B1OC(C(O1)(C)C)(C)C)F)NC(OC(C)(C)C)=O